N-(((2S,5R)-5-((3-(4-(2,6-difluorophenoxy)-2-fluorobenzoyl)-5-fluoro-1H-pyrrolo[2,3-b]pyridin-4-yl)amino)tetrahydro-2H-pyran-2-yl)methyl)methanesulfonamide-d3 FC1=C(OC2=CC(=C(C(=O)C3=CNC4=NC=C(C(=C43)N[C@@H]4CC[C@H](OC4)CNS(=O)(=O)C([2H])([2H])[2H])F)C=C2)F)C(=CC=C1)F